FC(CF)(S(=O)(=O)OCC1(CN(CCC1)C(=O)OC(C)(C)C)C(=O)OCC)F 1-tert-Butyl 3-ethyl 3-{[(1,1,2-trifluoroethanesulfonyl)oxy]methyl}piperidine-1,3-dicarboxylate